C(C)(C)(C)OC(=O)N1C[C@@H]2COC3=C(C(=C4C=NN(C4=C3CN2CC1)C)Br)Cl (7aR)-4-bromo-5-chloro-1-methyl-1,7a,8,10,11,13-hexahydropyrazino[2',1':3,4][1,4]oxazepino[7,6-g]indazole-9(7H)-carboxylic acid tert-butyl ester